C1(=CC=CC=C1)C\C=C\C1=CC=CC=C1 (E)-1,3-Diphenylprop-2-en